zinc-tantalum [Ta].[Zn]